FC1=CC=C(C=C1)C1=CC2=C(N=CN=C2NCC=2C=NC(=CC2)C)N=C1 6-(4-fluorophenyl)-N-((6-methylpyridin-3-yl)methyl)pyrido[2,3-d]pyrimidin-4-amine